OC(C([2H])([2H])NCCCCCCCC(=O)OC(CCCCCCCC)CCCCCCCC)([2H])[2H] 1-octylnonyl 8-[2-hydroxy(2H4)ethylamino]octanoate